(7Z)-11-bromo-1,1-diheptyloxy-7-undecene BrCCC\C=C/CCCCCC(OCCCCCCC)OCCCCCCC